C(C)(=O)NC1=C(CCNC(=O)C2=C(C3=CC=CC=C3C=C2)O)C=CC=C1 N-(2-Acetamidophenethyl)-1-hydroxy-2-naphthamide